Cl.FC1=CC=2N(C=C1NC(=O)N1CCC=3C1=NC=CC3N3C[C@@H](NCC3)C)C=C(N2)C (S)-N-(7-fluoro-2-methylimidazo[1,2-a]pyridin-6-yl)-4-(3-methylpiperazin-1-yl)-2,3-dihydro-1H-pyrrolo[2,3-b]pyridine-1-carboxamide hydrochloride